1-(5-(hydroxymethyl)furan-2-yl)-N,N-diethyl-9H-pyrido[3,4-b]indole-3-carboxamide OCC1=CC=C(O1)C1=NC(=CC2=C1NC1=CC=CC=C21)C(=O)N(CC)CC